4-Fluorocinnamic acid FC1=CC=C(C=CC(=O)O)C=C1